C(C)(C)(C)OC(=O)N1CCC2=C(CC1)C(=NC(=N2)NC2=CC=C(C=C2)C#N)OC2=C(C=C(C=C2C)/C=C/C(=O)O)C (E)-3-(4-((7-(tert-butoxycarbonyl)-2-((4-cyanophenyl)amino)-6,7,8,9-tetrahydro-5H-pyrimido[4,5-d]azepine-4-yl)oxy)-3,5-dimethylphenyl)acrylic acid